CC1(O[C@H]2C(O1)[C@H](OC2O)CO)C 2,3-O-(1-methylethylidene)-D-ribose